C(C)(C)C1C(NC(N1)=O)=O 5-isopropylhydantoin